FC1=C(C(=CC(=C1)CNC1=NC=C(C=C1)OC)O)N1CC(NS1(=O)=O)=O 5-[2-fluoro-6-hydroxy-4-[[(5-methoxy-2-pyridinyl)amino]methyl]phenyl]-1,1-dioxo-1,2,5-thiadiazolidin-3-one